CN1C(N(C2=C1C=CC(=C2)C=2C=CC=C1C=C(N=CC21)C=2C=CC(=NC2)C(=O)NCC#CC=2OC1=C(C2)C(=CC=C1)C1C(NC(CC1)=O)=O)C)=O 5-(8-(1,3-dimethyl-2-oxo-2,3-dihydro-1H-benzo[d]imidazol-5-yl)isoquinolin-3-yl)-N-(3-(4-(2,6-dioxo-piperidin-3-yl)benzofuran-2-yl)prop-2-yn-1-yl)picolinamide